aminoperoxycaproic acid NC(C(=O)OO)CCCC